(4S)-N-(3-chloro-2,4-difluorophenyl)-1-(2,3-dihydroxypropyl)-N-methyl-3-(6-methyl-4-(trifluoromethyl)pyridin-2-yl)-2-oxoimidazolidine-4-carboxamide ClC=1C(=C(C=CC1F)N(C(=O)[C@H]1N(C(N(C1)CC(CO)O)=O)C1=NC(=CC(=C1)C(F)(F)F)C)C)F